OC[C@H]1CN(CC(N1)=O)C(=O)[O-] (R)-3-(hydroxymethyl)-5-oxopiperazine-1-carboxylate